[N+](=O)([O-])\C(\CC)=C\CC (E)-3-nitrohex-3-ene